5H,6H,7H,8H-imidazo[1,5-a]pyrazine-7-carboxylate C=1N=CN2C1CN(CC2)C(=O)[O-]